C(C)(C)(C)OC(=O)N[C@H](C(=O)N[C@H](C(=O)OC)C[C@H]1C(NCC1)=O)CC(C)(C)C methyl (2S)-2-[[(2S)-2-(tert-butoxycarbonylamino)-4,4-dimethyl-pentanoyl]amino]-3-(3S)-2-oxopyrrolidin-3-ylpropanoate